C1(CCCC1)C1CC2(C1)NC(N(C2=O)C2=CN=CC1=CC=CC=C21)=O 2-cyclopentyl-7-(isoquinolin-4-yl)-5,7-diazaspiro[3.4]octane-6,8-dione